3-(1H-benzimidazol-2-yl)-1,2,2-trimethylcyclopentanecarboxylic acid N1C(=NC2=C1C=CC=C2)C2C(C(CC2)(C(=O)O)C)(C)C